(2-chlorophenyl)(3-((2-fluorobenzyl)amino)-1,1-dioxido-4H-benzo[e][1,2,4]thiadiazin-5-yl)methanone ClC1=C(C=CC=C1)C(=O)C1=CC=CC2=C1NC(=NS2(=O)=O)NCC2=C(C=CC=C2)F